C(C)(C)(C)C1=CC=C(C=C1)C1=CC(=C(C(=C1)Cl)Cl)Cl 4'-(tert-butyl)-3,4,5-trichloro-1,1'-biphenyl